(S)-(3-((1-(3-chloro-6-(2-(4-cyclopropylpyrimidin-5-yl)-4-fluorophenoxy)-1,2,4-triazine-5-yl)pyrrolidin-3-yl)methyl)-3-azaspiro[5.5]undec-9-yl)carbamic acid benzyl ester C(C1=CC=CC=C1)OC(NC1CCC2(CCN(CC2)C[C@H]2CN(CC2)C=2N=C(N=NC2OC2=C(C=C(C=C2)F)C=2C(=NC=NC2)C2CC2)Cl)CC1)=O